acrylamidopropyltrimethyl-ammonium chloride [Cl-].C(C=C)(=O)NCCC[N+](C)(C)C